5-(thiophene-2-ylmethyl)-4,5,6,7-tetrahydrothieno[3,2-c]Pyridin-2-ylacetate S1C(=CC=C1)CN1CC2=C(CC1)SC(=C2)CC(=O)[O-]